O.Cl.NC=1C(NC2=C3C=CC=NC3=C(C=C2C1C1=C2C=NNC2=C(C=C1)F)C)=O 3-amino-4-(7-fluoro-1H-indazol-4-yl)-6-methyl-1H-1,7-phenanthrolin-2-one hydrochloride monohydrate